N-(2-amino-3-fluoro-4-((4-hydroxybenzyl)amino)phenyl)-2,3-difluoroheptanamide NC1=C(C=CC(=C1F)NCC1=CC=C(C=C1)O)NC(C(C(CCCC)F)F)=O